ClC1=C(C=CC=C1Cl)N1C(=NC(=CC1=O)N1CCC2(CC1)CC1=CC=C(C=C1[C@H]2N[S@](=O)C(C)(C)C)C#C)C (R)-N-((S)-1'-(1-(2,3-dichlorophenyl)-2-methyl-6-oxo-1,6-dihydropyrimidin-4-yl)-5-ethynyl-1,3-dihydrospiro[indene-2,4'-piperidin]-3-yl)-2-methylpropane-2-sulfinamide